FC1=C(C=CC=C1)N1C(=NN=C1C)C1=CC=CC(=N1)N1CC=2C(=NC(=CC2C1=O)N1[C@@H](CCC1)C)COC(NC)=O ((2-(6-(4-(2-fluorophenyl)-5-methyl-4H-1,2,4-triazol-3-yl)pyridin-2-yl)-6-((R)-2-methylpyrrolidin-1-yl)-1-oxo-2,3-dihydro-1H-pyrrolo[3,4-c]pyridin-4-yl)methyl)(methyl)carbamate